O=C[C@H](O)[C@@H](O)[C@H](O)[C@H](O)C(=O)OOC1=CC=CC=C1 phenoxy glucuronate